ClC=1C=C(C(=NC1)OC)S(=O)(=O)NC1=CC(=C(C=C1)F)C1=CC2=C(N=C(N=C2)S(=O)(=O)C)N2C1=NN=C2 5-chloro-N-(4-fluoro-3-(2-(methylsulfonyl)-[1,2,4]triazolo[4',3':1,6]pyrido[2,3-d]pyrimidin-6-yl)phenyl)-2-methoxypyridine-3-sulfonamide